phenyl (1R,4R)-6-(4-(1H-imidazol-1-yl) phenyl)-5-(4-hydroxyphenyl)-7-oxabicyclo[2.2.1]hept-5-ene-2-sulfonate N1(C=NC=C1)C1=CC=C(C=C1)C1=C([C@H]2CC([C@@H]1O2)S(=O)(=O)OC2=CC=CC=C2)C2=CC=C(C=C2)O